NC1=C(C=CC(=C1)N(C)C)NC(=O)N1C=CC2=C1N=CC=1N2C(=CN1)[C@H]1CN(C[C@H]1CC)C(NCC(F)(F)F)=O N-(2-amino-4-(dimethylamino)phenyl)-8-((3R,4S)-4-ethyl-1-((2,2,2-trifluoroethyl)carbamoyl)pyrrolidin-3-yl)-3H-imidazo[1,2-a]pyrrolo[2,3-e]pyrazine-3-carboxamide